3-(4-Benzyloxy-6-ethyl-2,3-dihydrobenzofuran-5-yl)-4-methyl-6-[[(3R)-1-benzyl-3-piperidyl]amino]-1,2,4-triazin-5-one C(C1=CC=CC=C1)OC1=C(C(=CC2=C1CCO2)CC)C2=NN=C(C(N2C)=O)N[C@H]2CN(CCC2)CC2=CC=CC=C2